C(CCC\C=C/CC)OC(CCC(=O)OCCCCCCN(CCCCCCC(=O)OCCCCCCCCCC)CCO)OCCCC\C=C/CC decyl 7-((6-((4,4-bis(((Z)-oct-5-en-1-yl)oxy)butanoyl)oxy)hexyl)(2-hydroxyethyl)amino)heptanoate